ClC1=NC=CC(=C1)N1CCN(CC1)CC=1C=C2CN(C(C2=CC1)=O)C1C(NC(CC1)=O)=O 3-(5-((4-(2-chloropyridin-4-yl)piperazin-1-yl)methyl)-1-oxoisoindolin-2-yl)piperidine-2,6-dione